7-{6-methyl-4-[(1-methylcyclopropyl)amino]furo[2,3-d]pyrimidine-5-carbonyl}-5H,6H,7H,8H-pyrido[3,4-d]pyrimidine-4-carbonitrile CC1=C(C2=C(N=CN=C2NC2(CC2)C)O1)C(=O)N1CC=2N=CN=C(C2CC1)C#N